C(C)N1C(NC2=C(C1=O)N=CC(=C2)CN2CCN(CC2)C=2C=CC(=NC2C)C(=O)NCC)=O 5-(4-((3-ethyl-2,4-dioxo-1,2,3,4-tetrahydropyrido[3,2-d]pyrimidin-7-yl)methyl)piperazin-1-yl)-6-methyl-N-ethylpyridinecarboxamide